3-(5-(1-Methyl-2-phenyl-1H-imidazol-4-yl)-1-oxoisoindolin-2-yl)piperidine-2,6-dione CN1C(=NC(=C1)C=1C=C2CN(C(C2=CC1)=O)C1C(NC(CC1)=O)=O)C1=CC=CC=C1